BrC=1C=C(C=CC1[N+](=O)[O-])C1=CC=CC=C1 3-bromo-4-nitro-1,1'-biphenyl